2-amino-N-(3,4-dihydroxyphenylethyl)-3-methylvaleramide NC(C(=O)NCCC1=CC(=C(C=C1)O)O)C(CC)C